3-[(cyclopropylamino)methyl]-1-[4-(3-fluorophenoxy)-6-(trifluoromethyl)pyrimidin-2-yl]pyrrolidin-3-ol C1(CC1)NCC1(CN(CC1)C1=NC(=CC(=N1)OC1=CC(=CC=C1)F)C(F)(F)F)O